FC1=CC=CC=2C(=CSC21)C#N 7-fluorobenzothiophene-3-carbonitrile